4-chloro-5-(4-chlorophenyl)-3-((1-(2,4-dichlorophenyl)-5-((S)-1-hydroxyethyl)-1H-1,2,4-triazol-3-yl)methyl)-1-((S)-3,3,3-trifluoro-2-hydroxypropyl)-1,3-dihydro-2H-imidazol-2-one ClC=1N(C(N(C1C1=CC=C(C=C1)Cl)C[C@@H](C(F)(F)F)O)=O)CC1=NN(C(=N1)[C@H](C)O)C1=C(C=C(C=C1)Cl)Cl